2,5-dimethyl-naphthalenedicarboxylic acid CC1(C(C2=CC=CC(=C2C=C1)C)C(=O)O)C(=O)O